[N+](=O)([O-])C=1C=C2C=CN(C2=CC1)C1CCC(CC1)C(F)(F)F 5-Nitro-1-(4-(trifluoromethyl)cyclohexyl)-1H-indole